C(C)(C)(C)C1OCN2C1CN(CC2)C2=NC(=NC=C2)C2=CN=C1N2C=C(N=C1)C(F)(F)F 1-(tert-Butyl)-7-(2-(6-(trifluoromethyl)imidazo[1,2-a]pyrazin-3-yl)pyrimidin-4-yl)hexahydro-3H-oxazolo[3,4-a]pyrazine